BrCC1=C(C=C(C=C1C)C)F 2-(bromomethyl)-1-fluoro-3,5-xylene